FC1=CC=C(CN2C=CC3=CC(=CC(=C23)C2=CN(C3=C(N=CC=C32)O)C)NS(=O)(=O)C)C=C1 N-(1-(4-fluorobenzyl)-7-(7-hydroxy-1-methyl-1H-pyrrolo[2,3-c]pyridin-3-yl)-1H-indol-5-yl)methanesulfonamide